C(#N)C(COOCC)NC(C1=CC(=CC=C1)F)=O N-(1-cyano-2-ethylperoxyethyl)-3-fluorobenzamide